[Se]1[CH-]C=CC=C1 selenainide